O1CC(C1)CC(=O)O Oxetan-3-yl-acetic acid